FC=1C=C2N(CCN(C2=CC1)C(=O)NCC1CCN(CC1)C)C1=CC=C(C=C1)F 6-fluoro-4-(4-fluorophenyl)-N-((1-methylpiperidin-4-yl)methyl)-3,4-dihydroquinoxaline-1(2H)-carboxamide